spiro[indoline-2,3'-thiophene]-3-one S1CC2(C=C1)NC1=CC=CC=C1C2=O